(±)-trans-N-(3-phenoxyphenyl)-4-phenylpyrrolidine-3-carboxamide dihydrochloride Cl.Cl.O(C1=CC=CC=C1)C=1C=C(C=CC1)NC(=O)[C@@H]1CNC[C@H]1C1=CC=CC=C1 |r|